2-formyl-3,5-dimethylpyrrole C(=O)C=1NC(=CC1C)C